ClC1=CC(=C(OCC=2C=NC=C(C#N)C2)C=C1OCOCCOC)C=O 5-((4-Chloro-2-formyl-5-((2-methoxyethoxy)methoxy)phenoxy)methyl)nicotinonitrile